CC1=CC(=CC=C1)S(=O)(=O)N1CCC=2C1=CN=CC2C2=CC=C(C#N)C=C2 4-[1-(m-toluenesulfonyl)-2,3-dihydro-1H-pyrrolo[2,3-c]pyridin-4-yl]Benzonitrile